C(C=C)C=1C(=NC(=NC1OC)N(CC1=CC=C(C=C1)OC)CC1=CC=C(C=C1)OC)OC 5-allyl-4,6-dimethoxy-N,N-bis[(4-methoxyphenyl)methyl]pyrimidin-2-amine